20-amino-6-hydroxy-6,18-bis(trifluoromethyl)-22-oxa-15lambda6-thia-3,4,16,21-tetraazatetracyclo[15.3.1.12,5.012,16]docosa-1(21),2,4,17,19-penta-ene-15,15-dione NC1=CC(=C2N3S(CCC3CCCCCC(C3=NN=C(C1=N2)O3)(C(F)(F)F)O)(=O)=O)C(F)(F)F